4-(4-(piperidin-4-yl)-1H-1,2,3-triazol-1-yl)tetrahydro-2H-thiopyran 1,1-dioxide hydrochloride Cl.N1CCC(CC1)C=1N=NN(C1)C1CCS(CC1)(=O)=O